NC=1N=NC(=CC1OCCC1=CC=C(CN(C(O)=O)C)C=C1)Cl (4-(2-((3-amino-6-chloropyridazin-4-yl)oxy)ethyl)benzyl)(methyl)carbamic acid